ClC1=NC=C(C(=N1)N1CC(C1)(N1CCN(CC1)C)CC#N)C 2-(1-(2-chloro-5-methylpyrimidin-4-yl)-3-(4-methylpiperazin-1-yl)azetidin-3-yl)acetonitrile